BrC1=C(C(=CC2=C1[C@@H]([C@](O2)(C2=CC=CC=C2)C(CCCNC(OC(C)(C)C)=O)O)OCOC)F)Cl tert-butyl (4-((2S,3S)-4-bromo-5-chloro-6-fluoro-3-(methoxymethoxy)-2-phenyl-2,3-dihydrobenzofuran-2-yl)-4-hydroxybutyl)carbamate